1-(2-Chlorophenyl)-4-cyclopropoxy-7-(trifluoromethyl)pyrido[2,3-d]pyrimidin-2(1H)-one ClC1=C(C=CC=C1)N1C(N=C(C2=C1N=C(C=C2)C(F)(F)F)OC2CC2)=O